NC=1N=NC(=CC1N(CCC1=CC=C(C(=O)O)C=C1)CC)C1=C(C=CC=C1)O 4-(2-[[3-amino-6-(2-hydroxyphenyl)pyridazin-4-yl](ethyl)amino]ethyl)benzoic acid